NCC1=CC=C(C=C1)N1C(=NC=2C1=NC=CC2)C=2C(=NC=CC2)N 3-{3-[4-(aminomethyl)phenyl]imidazo[4,5-b]pyridin-2-yl}pyridin-2-amine